S(=O)(=O)(ON1[C@@H]2CC[C@H](N(C1=O)C2)C(NC(=O)C2CC(C2)S(N)(=O)=O)=N)O (2S,5R)-7-oxo-2-(N-(3-sulfamoylcyclobutane-1-carbonyl) carbamimidoyl)-1,6-diazabicyclo[3.2.1]octan-6-yl hydrogen sulfate